3-Azabicyclo[3.1.0]hexan-6-yl (7-fluoro-6-(8-methyl-2,3-dihydro-1H-pyrido[2,3-b][1,4]oxazin-7-yl)isoquinolin-3-yl)carbamate FC1=C(C=C2C=C(N=CC2=C1)NC(OC1C2CNCC12)=O)C1=C(C2=C(OCCN2)N=C1)C